Methyl (Z)-1-(4-amino-2-fluorobut-2-en-1-yl)-4-(4-(dimethylphosphoryl)phenyl)-1H-benzo[d]imidazol-6-carboxylate Hydrochloride Cl.NC\C=C(\CN1C=NC2=C1C=C(C=C2C2=CC=C(C=C2)P(=O)(C)C)C(=O)OC)/F